FC(CC(C(=O)NC1=NC=CC(=C1)C1=C(C2=NC=C(C=C2N1)F)C1=CC=CC=C1)C1=CC=C(C=C1)F)F (-)-4,4-difluoro-2-(4-fluorophenyl)-N-[4-(6-fluoro-3-phenyl-1H-pyrrolo[3,2-b]pyridin-2-yl)pyridin-2-yl]butanamide